benzene-d5-thiol C1(=C(C(=C(C(=C1[2H])[2H])[2H])[2H])[2H])S